C(C)(C)(C)OC(=O)N1CC(C1)N1C=C(C=2N=NC(=CC21)C2=C(C=CC=C2)O)C(F)F 3-[7-(difluoromethyl)-3-(2-hydroxyphenyl)pyrrolo[3,2-c]pyridazin-5-yl]azetidine-1-carboxylic acid tert-butyl ester